1,3,5-tris(2-(3-sulfanylbutyryloxy)ethyl)-1,3,5-triazine-2,4,6-trione SC(CC(=O)OCCN1C(N(C(N(C1=O)CCOC(CC(C)S)=O)=O)CCOC(CC(C)S)=O)=O)C